NC1=NC=CC(=N1)C=1C2=C(C(=NC1)NCC=1C=C(C(=O)NCCC)C=CC1)CCO2 3-(((7-(2-Aminopyrimidin-4-yl)-2,3-dihydrofuro[3,2-c]pyridin-4-yl)amino)methyl)-N-propylbenzamid